((2S,5R)-5-((N-(ethyl-d5)sulfamoyl)amino)tetrahydro-2H-pyran-2-yl)methyl 4-methylbenzenesulfonate CC1=CC=C(C=C1)S(=O)(=O)OC[C@H]1OC[C@@H](CC1)NS(NC(C([2H])([2H])[2H])([2H])[2H])(=O)=O